2,6-bis(4-diethylaminobenzylidene)cyclohexanone C(C)N(C1=CC=C(C=C2C(C(CCC2)=CC2=CC=C(C=C2)N(CC)CC)=O)C=C1)CC